N-(4-methoxybenzyl)-4-(1,4-oxazepan-4-yl)quinazolin-6-amine COC1=CC=C(CNC=2C=C3C(=NC=NC3=CC2)N2CCOCCC2)C=C1